C(C)S(=O)(=O)C=1C(=NC(=CC1)C1=CC=NN1C)C=1C=NC=2N(C1)N=C(N2)C(F)(F)F 6-(3-(ethylsulfonyl)-6-(1-methyl-1H-pyrazol-5-yl)pyridin-2-yl)-2-(trifluoromethyl)-[1,2,4]triazolo[1,5-a]pyrimidine